methyl 4'-fluoro-2-methyl-[1,1'-biphenyl]-3-carboxylate FC1=CC=C(C=C1)C1=C(C(=CC=C1)C(=O)OC)C